ClC=1C(=NN(C1)CC)C=O 4-CHLORO-1-ETHYLPYRAZOLE-3-CARBALDEHYDE